COC(CC(C(=O)C1=CC(=C(C(=C1)F)OC)F)C)=O 4-(3,5-difluoro-4-methoxyphenyl)-3-methyl-4-oxobutanoic acid methyl ester